N[C@H]1C[C@H](CO[C@@H]1C1=C(C=CC(=C1)F)F)N1CC2=C(N(N3C2=NC=CC3C3=CC=CC=C3)C)CC1 9-((3r,5s,6r)-5-amino-6-(2,5-difluorophenyl)tetrahydro-2H-pyran-3-yl)-4-phenyl-6-methyl-7,8,9,10-tetrahydropyrido[4',3':3,4]pyrazolo[1,5-a]pyrimidine